O=C1NC(CCC1N1C(C2=CC=C(C=C2C1=O)NCCCCCC(=O)N1CCC(CC1)N1N=CC(=C1)N1CCN(CC1)C)=O)=O 2-(2,6-dioxopiperidin-3-yl)-5-((6-(4-(4-(4-methylpiperazin-1-yl)-1H-pyrazol-1-yl)piperidin-1-yl)-6-oxohexyl)amino)isoindoline-1,3-dione